F[C@H]1CN(CC1)C1=NC=C(C(=O)NC2=CC=C(C=C2)OC(F)(F)Cl)C=C1C=1C=NSC1 (R)-6-(3-fluoropyrrolidin-1-yl)-5-(isothiazol-4-yl)-N-(4-(chlorodifluoromethoxy)phenyl)nicotinamide